tert-butyl (4S,6R)-2-[7-[2,4-difluoro-6-(2-methoxyethoxy)phenyl]-4-hydroxy-thieno[3,2-c]pyridin-6-yl]-4,6-dimethyl-6,7-dihydro-4H-pyrazolo[1,5-a]pyrazine-5-carboxylate FC1=C(C(=CC(=C1)F)OCCOC)C=1C2=C(C(=NC1C1=NN3C([C@@H](N([C@@H](C3)C)C(=O)OC(C)(C)C)C)=C1)O)C=CS2